pyrimido[5,4-d]pyrimidin-4-amine N1=CN=C(C2=C1C=NC=N2)N